ClC1=C(N=C(C(=N1)C(=O)OC)N(C1=C(C=C(C=C1)S(=O)(=O)C)F)C=O)NC methyl 6-chloro-3-(2-fluoro-N-formyl-4-methylsulfonyl-anilino)-5-(methylamino)pyrazine-2-carboxylate